NC1=CC(=C(OC2(C=CC(N(C2)CCOC)=O)[2H])C(=C1)Cl)Cl 5-(4-amino-2,6-dichlorophenoxy)-1-(2-methoxyethyl)pyridin-2(1H)-one-5-d